(7S)-7-Methyl-3-[2-(morpholin-4-yl)ethyl]-2-(2-phenylethyl)-3H,6H,7H,8H,9H-imidazo[4,5-f]chinolin C[C@@H]1NC2=CC=C3C(=C2CC1)N=C(N3CCN3CCOCC3)CCC3=CC=CC=C3